FC(C=1C=C(C=C(C1)C(F)(F)F)C(C)=O)(F)F 1-(3,5-bis(trifluoromethyl)phenyl)ethan-1-one